N-(1-(3-(cyclopropanesulphonylamino)-2,6-difluorophenyl)-3-(dimethylamino)propyl)-5-(6-ethoxypyrazin-2-yl)thiazole-2-carboxamide C1(CC1)S(=O)(=O)NC=1C(=C(C(=CC1)F)C(CCN(C)C)NC(=O)C=1SC(=CN1)C1=NC(=CN=C1)OCC)F